Anti-(rac)-tert-Butyl 2-[5,6-bis(dibenzylamino)pyridin-2-yl]-4-hydroxy-4-(trifluoro-methyl)piperidine-1-carboxylate C(C1=CC=CC=C1)N(C=1C=CC(=NC1N(CC1=CC=CC=C1)CC1=CC=CC=C1)C1N(CCC(C1)(C(F)(F)F)O)C(=O)OC(C)(C)C)CC1=CC=CC=C1